o-hydroxyphenyl azide OC1=C(C=CC=C1)N=[N+]=[N-]